2-{4-[(pyrrolidin-3-yl)amino]phthalazin-1-yl}-5-(trifluoromethyl)phenol formate salt C(=O)O.N1CC(CC1)NC1=NN=C(C2=CC=CC=C12)C1=C(C=C(C=C1)C(F)(F)F)O